3-(3-methyl-4-phenyl-3-buten-2-yl)-5-phenylpyridine CC(C(C)C=1C=NC=C(C1)C1=CC=CC=C1)=CC1=CC=CC=C1